benzyldimethyl[2-(2-methyl-1-oxoallyl)oxyethyl]ammonium chloride [Cl-].C(C1=CC=CC=C1)[N+](CCOC(C(=C)C)=O)(C)C